tert-Butyl 2-((5-(2-chloro-6-cyano-4-(2-(4-((2-(methylsulfonyl) pyrimidin-5-yl)methoxy) phenyl)propan-2-yl)phenoxy)pentyl)oxy)acetate ClC1=C(OCCCCCOCC(=O)OC(C)(C)C)C(=CC(=C1)C(C)(C)C1=CC=C(C=C1)OCC=1C=NC(=NC1)S(=O)(=O)C)C#N